FCCN1CC=2N=C(N=CC2C1=O)SC 6-(2-fluoroethyl)-2-(methylthio)-6,7-dihydro-5H-pyrrolo[3,4-d]pyrimidin-5-one